heptanolactam C1(CCCCCCN1)=O